C(C)(C)(C)NC1=CC(=C2C(=N1)C=C(S2)C2=CC=NN2C2OCCCC2)NCC(=O)NC2CC2 2-(5-(tert-butylamino)-2-(1-(tetrahydro-2H-pyran-2-yl)-1H-pyrazol-5-yl)thieno[3,2-b]pyridin-7-ylamino)-N-cyclopropylacetamide